C[Si]1([Te]CC(C1)C)C 2,2,4-trimethyl-1-tellura-2-silacyclopentane